COP(=O)NC1S(CCC1)(=O)=O N-(methoxyphosphinyl)aminotetrahydrothiophene-1,1-dioxide